(R)-2-(5-(2-fluoro-4-(2-(3-methylmorpholino)ethoxy)phenyl)pyridin-2-yl)-N-(2-fluorobenzyl)acetamide FC1=C(C=CC(=C1)OCCN1[C@@H](COCC1)C)C=1C=CC(=NC1)CC(=O)NCC1=C(C=CC=C1)F